(1RS,2SR)-2,4-dimethyl-3-cyclohexene C[C@H]1CCCC(=C1)C |r|